NC=1C2=C(C(NN1)=O)N(C=C2C2=CC=C(CNC(C1=C(C=CC=C1)OC)=O)C=C2)C2CCCC2 N-(4-(4-amino-1-cyclopentyl-7-oxo-6,7-dihydro-1H-pyrrolo[2,3-d]pyridazin-3-yl)benzyl)-2-methoxybenzamide